C(C)(C)(C)NC1=CC=C(C=N1)C(=O)N1CC(CC1)(C#N)C 1-[6-(tert-butylamino)pyridine-3-carbonyl]-3-methylpyrrolidine-3-carbonitrile